OC=C(C)CCC[C@@H](C)[C@H]1CC[C@H]2[C@@H]3CCC4CC(CC[C@]4(C)[C@H]3CC[C@]12C)=O Hydroxy-cholestene-3-one